2-(2-Isopropylphenyl)-4-((4-(5-methyl-3-(trifluoromethyl)-1H-pyrazol-1-yl)benzyl)amino)pyrimidin-5-ol C(C)(C)C1=C(C=CC=C1)C1=NC=C(C(=N1)NCC1=CC=C(C=C1)N1N=C(C=C1C)C(F)(F)F)O